benzyl (tert-butoxycarbonyl)-D-serinate C(C)(C)(C)OC(=O)N[C@H](CO)C(=O)OCC1=CC=CC=C1